N=1C(N=CC1)N 2H-imidazole-2-amine